O1CCOC12CCC(CC2)N 1,4-dioxaspiro[4.5]dec-8-ylamine